N-tert-butyl-2,6-dimethoxy-4-[5-(1-methylpyrazol-4-yl)benzimidazol-1-yl]benzamide C(C)(C)(C)NC(C1=C(C=C(C=C1OC)N1C=NC2=C1C=CC(=C2)C=2C=NN(C2)C)OC)=O